(R)-2-(((tert-Butyldiphenylsilyl)oxy)methyl)-N-(4-((2-chloro-4-methylpyridin-3-yl)carbamoyl)-2-fluoro-5-(((S)-1,1,1-trifluoropropan-2-yl)oxy)phenyl)pyrrolidine-1-carboxamide [Si](C1=CC=CC=C1)(C1=CC=CC=C1)(C(C)(C)C)OC[C@@H]1N(CCC1)C(=O)NC1=C(C=C(C(=C1)O[C@H](C(F)(F)F)C)C(NC=1C(=NC=CC1C)Cl)=O)F